COC=1C=C(C=CC1OC)[C@@]12CCN([C@H]2CC(CC1)=NNC1=CC=C(C(=O)O)C=C1)C 4-[2-[(3aS,7aS)-3a-(3,4-dimethoxyphenyl)-1-methyl-2,3,4,5,7,7a-hexahydroindol-6-ylidene]hydrazino]benzoic acid